2-(decyloxy)acetic acid C(CCCCCCCCC)OCC(=O)O